2-[[4-Chloro-2-[3-[(2,2-difluoro-1,3-benzodioxol-5-yl)-methylcarbamoyl]phenyl]-5-(trifluoromethyl)pyrazol-3-yl]methoxy]thiazol ClC1=C(N(N=C1C(F)(F)F)C1=CC(=CC=C1)C(N(C)C1=CC2=C(OC(O2)(F)F)C=C1)=O)COC=1SC=CN1